COC(C1=C(C(=C(C(=C1)CC1=C(C(=NC=C1)N)F)F)F)NC1=C(C=C(C=C1)SCCC(=O)OCC(CCCC)CC)F)=O 5-[(2-amino-3-fluoropyridin-4-yl)methyl]-2-[4-[3-(2-ethylhexyloxy)-3-oxopropyl]sulfanyl-2-fluoroanilino]-3,4-difluorobenzoic acid methyl ester